FC=1C(=NC2=CC(=CC=C2C1OC)C(=O)C(C#N)C#N)C1=C(C=CC=C1)F 2-(3-fluoro-2-(2-fluorophenyl)-4-methoxyquinoline-7-carbonyl)malononitrile